tert-butyl 4-(3-((4-(N,N-dimethylsulfamoyl)phenyl)sulfonamido)-1-methyl-1H-pyrazol-4-yl)-3,6-dihydropyridine-1(2H)-carboxylate CN(S(=O)(=O)C1=CC=C(C=C1)S(=O)(=O)NC1=NN(C=C1C=1CCN(CC1)C(=O)OC(C)(C)C)C)C